FC(OC1=CC=C(C=C1)NC(=O)C1=CC2=C(N=CN=C2C#CC2=CC=CC=C2)N1C)(F)F N-(4-trifluoromethoxyphenyl)-7-methyl-4-(phenylethynyl)-7H-pyrrolo[2,3-d]pyrimidine-6-carboxamide